2-amino-5-sulfhydryl-1,3,4-thiadiazole NC=1SC(=NN1)S